C[SiH](OCCCCCCCC)C dimethyl-(octyloxy)silane